2-(2,6-dichloro-5-(1,3-dioxolan-2-yl)pyrimidin-4-yl)acetic acid ethyl ester C(C)OC(CC1=NC(=NC(=C1C1OCCO1)Cl)Cl)=O